P(=O)(OCCCN)([O-])[O-] 3-aminopropyl phosphate